Cl[Si](CCCCCCCC)(CC(CCCC)CC)Cl dichloro(2-ethylhexyl)octyl-silane